monoCBzethylenediamine C(=O)(OCC1=CC=CC=C1)NCCN